OC1(C(C=CC(=C1)O)C)C 2,4-dihydroxyxylene